BrC=1C2=C(N(C(CC1C(=O)NNC(=O)C1CC1)=O)C(C)C1=CC(=C(C=C1)C)F)C=CC=C2 5-bromo-N'-(cyclopropanecarbonyl)-1-(1-(3-fluoro-4-methylphenyl)ethyl)-2-oxo-2,3-dihydro-1H-benzo[b]azepine-4-carbohydrazide